methoxymethyl-pyridoindole COCC=1NC2=C3C(=CC=C2C1)N=CC=C3